N-[(1S)-2-[methoxy(methyl)amino]-1-methyl-2-oxo-ethyl]carbamic acid tert-butyl ester C(C)(C)(C)OC(N[C@H](C(=O)N(C)OC)C)=O